(2S)-4-(5,6-dimethoxy-1-benzothien-2-yl)-2-methyl-4-oxobutanoic acid COC=1C(=CC2=C(C=C(S2)C(C[C@@H](C(=O)O)C)=O)C1)OC